tert-butyl methyl(5-((tetrahydro-2H-pyran-2-yl)oxy)pentyl)carbamate CN(C(OC(C)(C)C)=O)CCCCCOC1OCCCC1